N-(4-(trifluoromethyl)benzyl)propanamide FC(C1=CC=C(CNC(CC)=O)C=C1)(F)F